3-[3-Methyl-2-oxo-4-(4-piperidylmethyl)benzimidazol-1-yl]piperidine-2,6-dioneON CN1C(N(C2=C1C(=CC=C2)CC2CCNCC2)C2C(NC(C(C2)=O)=O)=O)=O